tert-butyl 6-((4-methyltetrahydro-2H-pyran-4-yl)methyl)-2,6-diazaspiro[3.3]heptane-2-carboxylate tert-butyl-3,3-bis(bromomethyl)azetidine-1-carboxylate C(C)(C)(C)OC(=O)N1CC(C1)(CBr)CBr.CC1(CCOCC1)CN1CC2(CN(C2)C(=O)OC(C)(C)C)C1